C[Si](OCCC)(OCCC)C dimethyldipropoxysilane